C(C)(C)(C)OC(=O)N1CC=2N(N=C3C=CC=CC23)CC1 3,4-dihydropyrazino[1,2-b]indazole-2(1H)-carboxylic acid tert-butyl ester